ClC=1C(=CC=C2N=CC(=NC12)C=1C=NN(C1)CC1NCCOC1)OC=1C=CC2=C(NC(=N2)C)C1 3-((4-(8-chloro-7-((2-methyl-1H-benzo[d]imidazol-6-yl)oxy)quinoxalin-2-yl)-1H-pyrazol-1-yl)methyl)morpholine